5-methoxy-6-(5-(1-methyl-1H-pyrazol-3-yl)pyridazin-3-yl)-2-morpholino-N-(p-tolyl)pyrimidin-4-amine COC=1C(=NC(=NC1C=1N=NC=C(C1)C1=NN(C=C1)C)N1CCOCC1)NC1=CC=C(C=C1)C